proline, calcium salt [Ca+2].N1[C@@H](CCC1)C(=O)[O-].N1[C@@H](CCC1)C(=O)[O-]